COC[C@H]1NC(COC2=CC=CC(C3=NNC4=CC=C(OCC1)C=C34)=C2)=O |o1:3| (11S) or (11R)-11-(methoxymethyl)-7,14-dioxa-10,19,20-triazatetracyclo[13.5.2.12,6.018,21]tricosa-1(20),2(23),3,5,15,17,21-heptaen-9-one